4-chlorobenzophenone ClC1=CC=C(C(=O)C2=CC=CC=C2)C=C1